FC1=CC=C(C=C1)/C=C/[C@@H]([C@H](C(=O)OCC)O)O ethyl (2R,3S,E)-5-(4-fluorophenyl)-2,3-dihydroxypent-4-enoate